FC(C(=O)O)(F)F.NC1CCC(CC1)NCC(C1=CC=CC=C1)C=1C=CC(=C(C1)C=1C(=CC=C(C1F)OCCO)C(=O)N)Cl 5'-(2-(((1r,4r)-4-Aminocyclohexyl)amino)-1-phenylethyl)-2'-chloro-6-fluoro-5-(2-hydroxyethoxy)-[1,1'-biphenyl]-2-carboxamide trifluoroacetate